4-(((2-((5-(4-ethylpiperazin-1-yl)pyridin-2-yl)amino)pyrimidin-4-yl)oxy)methyl)cyclohexan-1-ol C(C)N1CCN(CC1)C=1C=CC(=NC1)NC1=NC=CC(=N1)OCC1CCC(CC1)O